C(=O)C1CCC(CC1)N1N=C2C=C(C(=CC2=C1)NC(=O)[C@H]1OCCCC1)OC (2S)-N-[2-(4-formylcyclohexyl)-6-methoxy-indazol-5-yl]tetrahydropyran-2-carboxamide